O1CC(CCC1)NC(C(=O)N)=CC (tetrahydro-2H-pyran-3-ylamino)but-2-enamide